1-isocyanatomethyl-5-isocyanato-1,3,3-tri-methylcyclohexane N(=C=O)CC1(CC(CC(C1)N=C=O)(C)C)C